7-((4-(2,6-Dimethylmorpholino)-2-methylphenyl)amino)-4-(2-hydroxyethyl)-2H-benzo[b][1,4]oxazin-3(4H)-one CC1OC(CN(C1)C1=CC(=C(C=C1)NC=1C=CC2=C(OCC(N2CCO)=O)C1)C)C